Cl.N[C@H](C(=O)OC(C(=O)N(C)C)C(C)C)CC1=CC(=CC=C1)S(=O)(=O)N1CC(C1)(OC1=CC=C(C=C1)C)C1=NC=C(C=C1)F 1-(Dimethylamino)-3-methyl-1-oxobutan-2-yl (2S)-2-amino-3-{3-[3-(5-fluoropyridin-2-yl)-3-(4-methylphenoxy)azetidin-1-sulfonyl]phenyl}propanoate monohydrochloride